Pyrazolopiperidine N1N=CC2=C1CCCN2